C1=CC(=CC=2C3=CC=CC=C3NC12)C(=O)O carbazole-3-carboxylic acid